C(C)(=O)CC(=S)C1=CC=CC=C1 acetylphenyl-1-ethanethione